[Br-].[NH4+].O=CC 2-oxoethane ammonium bromide